COC([C@@H](NC(=O)OCC1=CC=CC=C1)CCCCNC(CN)=O)=O N2-((benzyloxy)carbonyl)-N6-glycyl-L-lysine methyl ester